2-{3-[(4-methanesulfonyl-2-methoxyphenyl)amino]prop-1-yn-1-yl}-N-{1-[(3R)-oxolan-3-yl]piperidin-4-yl}-1-(2,2,2-trifluoroethyl)-1H-indol-4-amine CS(=O)(=O)C1=CC(=C(C=C1)NCC#CC=1N(C=2C=CC=C(C2C1)NC1CCN(CC1)[C@H]1COCC1)CC(F)(F)F)OC